C(=O)[O-].FC1=CC=C(C=C1)C(CCC[N+]1(C[C@@H]2[C@@H](N3CCN(C=4C=CC=C2C34)C)CC1)COC(NCCCCCC)=O)=O (6bR,10aS)-8-[4-(4-fluoro-phenyl)-4-oxo-butyl]-8-hexylcarbamoyloxymethyl-3-methyl-2,3,6b,7,8,9,10,10a-octahydro-1H-pyrido[3',4':4,5]pyrrolo[1,2,3-de]quinoxalin-8-ium formate